ClC=1C=C(CN2C(\C(\C3=CC(=CC=C23)N)=C/C=2NC(=CC2C)C)=O)C=CC1Cl (Z)-1-(3,4-dichlorobenzyl)-3-((3,5-dimethyl-1H-pyrrol-2-yl)methylene)-5-amino-2-indolone